ClC=1C(=C(NC2=C(N=C3[C@@H]4[C@H](NC=C32)CCC4)C4=C(C=NC=C4)OC(COC)C)C=CC1)OC (5aR,8aS)-3-(3-chloro-2-methoxyanilino)-2-{3-[(1-methoxypropan-2-yl)oxy]-4-pyridyl}-5,5a,6,7,8,8a-hexahydrocyclopenta[b]pyrrolo[2,3-d]pyridin